2-(2-((2-ethyl-4-(4-methylpiperazin-1-yl)phenyl)amino)-5-(trifluoromethyl)pyrimidin-4-yl)-6,7-dihydrothieno[3,2-c]pyridin-4(5H)-one C(C)C1=C(C=CC(=C1)N1CCN(CC1)C)NC1=NC=C(C(=N1)C1=CC=2C(NCCC2S1)=O)C(F)(F)F